COC(C(=O)NC[C@H]1O[C@@H]([C@H]([C@H]([C@@H]1O)O)O)OC1=CC=C(C=C1)N)=O 2-((((2r,3s,4s,5s,6r)-6-(4-aminophenoxy)-3,4,5-trihydroxytetrahydro-2H-pyran-2-yl)methyl)amino)-2-oxoacetic acid methyl ester